5-Amino-3-[4-[2-[[3-(2,2-dimethylpropyl)isoxazol-5-yl]amino]-2-oxo-ethyl]-2,5-difluoro-phenyl]-1-isopropyl-pyrazole-4-carboxamide NC1=C(C(=NN1C(C)C)C1=C(C=C(C(=C1)F)CC(=O)NC1=CC(=NO1)CC(C)(C)C)F)C(=O)N